3-ethyl-9'-methoxy-1,3-dimethylspiro(indoline-2,3'-(3H)naphtho(2,1-b)(1,4)-oxazine) C(C)C1(C2=CC=CC=C2N(C12C=NC1=C(O2)C=CC2=CC=C(C=C21)OC)C)C